N1(CC(OCC1)C(=O)ON1C(C2=CC=CC=C2C1=O)=O)C(=O)OC(C)(C)C 4-(tert-butyl) 2-(1,3-dioxoisoindolin-2-yl) morpholine-2,4-dicarboxylate